2-cyano-3-fluoro-2-methylpropanoic acid C(#N)C(C(=O)O)(CF)C